benzyl 3-(4-methylbenzyl)-2-chloro-4-oxo-3,5,7,8-tetrahydropyrido[4,3-d]pyrimidine-6(4H)-carboxylate CC1=CC=C(CN2C(=NC3=C(C2=O)CN(CC3)C(=O)OCC3=CC=CC=C3)Cl)C=C1